(R)-23-amino-15,17-difluoro-20-methyl-7-oxo-21-oxa-4,5,12,24-tetraazapentacyclo[20.3.1.02,6.08,13.014,19]hexacosa-1(25),2,5,8,10,12,14,16,18,22(26),23-undecaene-3-carbonitrile NC=1C=2O[C@@H](C3=CC(=CC(=C3C3=NC=CC=C3C(C3=NNC(=C3C(=CN1)C2)C#N)=O)F)F)C